(R)-N-(1-(methylamino)-1-oxo-3-(1-(2-(2-oxo-1,2-dihydroquinolin-6-yl)acetyl)piperidin-4-yl)propan-2-yl)-5-phenylpicolinamide CNC([C@@H](CC1CCN(CC1)C(CC=1C=C2C=CC(NC2=CC1)=O)=O)NC(C1=NC=C(C=C1)C1=CC=CC=C1)=O)=O